2,4-diacetamido-2,4,6-trideoxyhexose CC1C(C(C(C(O1)O)CC(=O)N)O)CC(=O)N